N-[4-(4-fluoro-1,3-benzoxazol-2-yl)phenyl]bicyclo[1.1.1]pentane-1-carboxamide FC1=CC=CC2=C1N=C(O2)C2=CC=C(C=C2)NC(=O)C21CC(C2)C1